2-(1-methyl-1H-tetrazol-5-ylsulfanyl)-5-nitro-N-(3-trifluoromethoxy-phenyl)-benzamide CN1N=NN=C1SC1=C(C(=O)NC2=CC(=CC=C2)OC(F)(F)F)C=C(C=C1)[N+](=O)[O-]